7-benzyl-2-(2,6-dioxopiperidin-3-yl)-5a,6,7,8,8a,9-hexahydroisoindolo[5,6-f]isoindole-1,3(2H,5H)-dione C(C1=CC=CC=C1)N1CC2CC3=C(CC2C1)C=C1C(N(C(C1=C3)=O)C3C(NC(CC3)=O)=O)=O